4,4-methylenebis(2-ethyl-6-methylaniline) CCC1=C(C(=CC(=C1)CC2=CC(=C(C(=C2)C)N)CC)C)N